CC=1C=C(C(=C(C1)[Li])OC1OCCCC1)[Si](CC)(CC)CC (5-methyl-2-((tetrahydro-2H-pyran-2-yl)oxy)-3-(triethylsilyl)phenyl)lithium